tert-butyl (((2S,3S,4S)-4-(6-carbamoyl-2-fluoro-3-(2-hydroxyethoxy)phenyl)-5-chloro-6-fluoro-3-hydroxy-2-phenyl-2,3-dihydrobenzofuran-2-yl)methyl)carbamate C(N)(=O)C1=CC=C(C(=C1C1=C(C(=CC2=C1[C@@H]([C@](O2)(C2=CC=CC=C2)CNC(OC(C)(C)C)=O)O)F)Cl)F)OCCO